((6-(difluoromethoxy)-2-(2,2'-dimethyl-3'-(5-((3-methylpyrrolidin-1-yl)methyl)-7-(trifluoromethyl)benzo[d]oxazol-2-yl)-[1,1'-biphenyl]-3-yl)benzo[d]oxazol-5-yl)methyl)-D-proline FC(OC1=CC2=C(N=C(O2)C=2C(=C(C=CC2)C2=C(C(=CC=C2)C=2OC3=C(N2)C=C(C=C3C(F)(F)F)CN3CC(CC3)C)C)C)C=C1CN1[C@H](CCC1)C(=O)O)F